N-(3-(1-acetylpiperidin-3-yl)phenyl)-4-fluoro-7-methyl-1H-indole C(C)(=O)N1CC(CCC1)C=1C=C(C=CC1)N1C=CC2=C(C=CC(=C12)C)F